CC(=O)CC(C(=O)[O-])[NH3+] The molecule is zwitterionic form of 2-amino-4-oxopentanoic acid having an anionic carboxy group and a protonated amino group. It derives from a valerate. It is a tautomer of a 2-amino-4-oxopentanoic acid.